C1(CCCCC1)C(N)=S Cyclohexanethiamide